(2R,4R)-1-(3,5-dichloro-4-fluorobenzyl)-4-((3-fluoro-6-((5-methyl-1H-pyrazol-3-yl)amino)pyridin-2-yl)methyl)-2-methylpiperidine-4-carboxylic acid ClC=1C=C(CN2[C@@H](C[C@@](CC2)(C(=O)O)CC2=NC(=CC=C2F)NC2=NNC(=C2)C)C)C=C(C1F)Cl